ClC=1C=C(C=CC1F)C1=CC=CC(=N1)OC=1C=CC(=C(C1)O)F 5-{[6-(3-chloro-4-fluorophenyl)pyridin-2-yl]oxy}-2-fluorophenol